BrC1=CC(=C(C=C1C(F)(F)F)N)F 4-bromo-2-fluoro-5-(trifluoromethyl)phenylamine